6-(4'-cyano-biphenyl-4-yl)-2-(4'-cyano-[1,1':4',1'']terphenyl-4-yl)-4-phenyl-benzoxazole C(#N)C1=CC=C(C=C1)C1=CC=C(C=C1)C1=CC2=C(N=C(O2)C2=CC=C(C=C2)C2=CCC(C=C2)(C2=CC=CC=C2)C#N)C(=C1)C1=CC=CC=C1